1-(5-(4-amino-1-(oxetan-3-yl)-1H-pyrazolo[3,4-d]pyrimidin-3-yl)-4-fluoroindolin-1-yl)-2-(4-fluoro-3-(trifluorometh-yl)phenyl)ethan-1-one NC1=C2C(=NC=N1)N(N=C2C=2C(=C1CCN(C1=CC2)C(CC2=CC(=C(C=C2)F)C(F)(F)F)=O)F)C2COC2